OC=1C=C(C=CC1OC)/C=C/C(=O)C1=CC=C(OCC(=O)[O-])C=C1 2-[4-[(E)-3-(3-Hydroxy-4-methoxyphenyl)prop-2-enoyl]phenoxy]acetate